2-{2-[5-chloro-2-(trifluoromethoxy)phenyl][1,2,4]triazolo[1,5-c]quinazolin-5-yl}-N-propyl-D-alaninamide ClC=1C=CC(=C(C1)C1=NN2C(=NC=3C=CC=CC3C2=N1)[C@@](N)(C)C(=O)NCCC)OC(F)(F)F